2-((1r,4S)-4-ethoxycyclohexylamino)-4-((1S,2S)-2-methoxycyclopentylamino)pyrimidine-5-carboxamide C(C)OC1CCC(CC1)NC1=NC=C(C(=N1)N[C@@H]1[C@H](CCC1)OC)C(=O)N